sodium beta-alaninate NCCC(=O)[O-].[Na+]